2-[4-[(E)-3-(4-Methylphenyl)prop-2-enoyl]phenoxy]propanoic acid CC1=CC=C(C=C1)/C=C/C(=O)C1=CC=C(OC(C(=O)O)C)C=C1